2-[2-[4-[1-methyl-4-(4-pyridyl)pyrazol-3-yl]phenyl]ethynyl]thiazole CN1N=C(C(=C1)C1=CC=NC=C1)C1=CC=C(C=C1)C#CC=1SC=CN1